(2S,3aS,6aS)-1-(1H-Indole-2-carbonyl)-N-((S)-1-oxo-3-((S)-2-oxopyrrolidin-3-yl)propan-2-yl)octahydrocyclopenta[b]pyrrole-2-carboxamide N1C(=CC2=CC=CC=C12)C(=O)N1[C@@H]2[C@H](C[C@H]1C(=O)N[C@H](C=O)C[C@H]1C(NCC1)=O)CCC2